C(#N)C1=C(C=CC(=C1)C(F)(F)F)N1CCC(CC1)(C(=O)N[C@H]1CN(CC1)C)C=1C=NC(=CC1)C=1N(C2=CC=CC=C2C1)C 1-[2-cyano-4-(trifluoromethyl)phenyl]-4-[6-(1-methyl-1H-indol-2-yl)pyridin-3-yl]-N-[(3R)-1-methylpyrrolidin-3-yl]piperidine-4-carboxamide